Benzyl-(triphenyl)phosphonium bromide [Br-].C(C1=CC=CC=C1)[P+](C1=CC=CC=C1)(C1=CC=CC=C1)C1=CC=CC=C1